ClC=1C=C(C=C(C1)Cl)C(CC(=O)NC1=CC(=C(C=C1)Cl)C(=O)NC1=CC=C(C=C1)F)C(F)(F)F 3,5-dichloro-N-[4-chloro-3-[[(4-fluorophenyl)amino]carbonyl]phenyl]-β-(trifluoro-methyl)benzenepropanamide